(3R)-3-(4-Chlorophenyl)-2-[(5-chloropyridin-2-yl)methyl]-4-fluoro-6-[1-hydroxy-1-(4-methyl-1H-imidazol-2-yl)ethyl]-3-[(1-hydroxycyclopropyl)methoxy]-2,3-dihydro-1H-isoindol-1-on ClC1=CC=C(C=C1)[C@@]1(N(C(C2=CC(=CC(=C12)F)C(C)(C=1NC=C(N1)C)O)=O)CC1=NC=C(C=C1)Cl)OCC1(CC1)O